Tert-butyl 6-(3-(8,8-diethoxy-5-azaspiro[3.5]nonan-5-yl)-4-iodo-5-methyl-1H-pyrazol-1-yl)-2-azaspiro[3.3]heptane-2-carboxylate C(C)OC1(CCN(C2(CCC2)C1)C1=NN(C(=C1I)C)C1CC2(CN(C2)C(=O)OC(C)(C)C)C1)OCC